FCC=1N(C=CN1)CC 2-(2-(fluoromethyl)-1H-imidazol-1-yl)ethan